BrC1=CC=C2C=3CCCC(C3NC2=C1)N[C@H](C)C1=CC=CC=C1 7-bromo-N-((R)-1-phenylethyl)-2,3,4,9-tetrahydro-1H-carbazol-1-amine